FC1(CN(C1)C(CNC1=NC=CC(=N1)C1=CC=CC(=N1)C1=NOC(=C1)[C@]1(C(N(CC1)C)=O)O)=O)F (R)-3-(3-(6-(2-((2-(3,3-Difluoroazetidin-1-yl)-2-oxoethyl)amino)pyrimidin-4-yl)pyridin-2-yl)isoxazol-5-yl)-3-hydroxy-1-methylpyrrolidin-2-one